IC=1C(=NN2C1C=C(C=C2)CN2C[C@@H](N(CC2)C(=O)OC(C)(C)C)C)C tert-butyl (S)-4-((3-iodo-2-methylpyrazolo[1,5-a]pyridin-5-yl) methyl)-2-methylpiperazine-1-carboxylate